5-methyl-imidazo[5,1-f][1,2,4]triazin-4(1H)-one CC=1N=CN2NC=NC(C21)=O